4-(4-oxo-3-phenyl-4,5,6,7-tetrahydro-1H-pyrrolo[3,2-c]pyridin-2-yl)pyridin O=C1NCCC2=C1C(=C(N2)C2=CC=NC=C2)C2=CC=CC=C2